ClC=1C=C(C=C(C1OC1=CN(C(C=C1)=O)C1CC1)Cl)N1N=C(C(NC1=O)=O)C#N 2-(3,5-dichloro-4-((1-cyclopropyl-6-oxo-1,6-dihydropyridine-3-yl)oxy)phenyl)-3,5-dioxo-2,3,4,5-tetrahydro-1,2,4-triazine-6-carbonitrile